tetra-tertiary butyl-phenol acrylate C(C=C)(=O)OC1=C(C(=C(C(=C1)C(C)(C)C)C(C)(C)C)C(C)(C)C)C(C)(C)C